N-(6-ETHYL-1-METHYL-1H-INDAZOL-7-YL)-1H-PYRAZOLE-4-SULFONAMIDE C(C)C1=CC=C2C=NN(C2=C1NS(=O)(=O)C=1C=NNC1)C